NC1=C(C(=O)NCCN(C)C)C=C(C=N1)C1=C(C=C(C=C1)NC([C@@H](O)C1=CC(=CC(=C1)F)F)=O)C (S)-2-amino-5-(4-(2-(3,5-difluorophenyl)-2-hydroxyacetamido)-2-methylphenyl)-N-(2-(dimethylamino)ethyl)nicotinamide